(2-(1H-indol-3-yl)-1H-imidazol-4-yl-5-d)(3,4,5-trimethoxyphenyl) ketone N1C=C(C2=CC=CC=C12)C=1NC(=C(N1)C(=O)C1=CC(=C(C(=C1)OC)OC)OC)[2H]